octyl-vinylether C(CCCCCCC)OC=C